N-((1S)-((S)-3,3-difluorocyclohexyl)(6-(((5R)-2-oxo-5-(trifluoromethyl)piperidin-3-yl)methyl)imidazo[1,2-b]pyridazin-2-yl)methyl)-1-isopropyl-1H-pyrazole-5-carboxamide FC1(C[C@H](CCC1)[C@H](NC(=O)C1=CC=NN1C(C)C)C=1N=C2N(N=C(C=C2)CC2C(NC[C@@H](C2)C(F)(F)F)=O)C1)F